C(C)NCC(CC[SiH2]C(OC)OC)(C)C N-ethyl-4-amino-3,3-dimethylbutyl-dimethoxymethylsilane